CC1=C(C=C(C=C1)C(C)C)O 2-Methyl-5-(1-methylethyl)-phenol